Cl.CC1(C(N=CS1)C(=O)O)C 5,5-dimethyl-4,5-dihydrothiazole-4-carboxylic acid mono-hydrochloride